5-isopropoxynicotinic acid C(C)(C)OC=1C=NC=C(C(=O)O)C1